1-(1-(4-(ethylsulfonamido) piperidin-1-yl)-6-p-toluenesulfonyl-1,6-dihydroimidazo[4,5-d]pyrrolo[2,3-b]pyridin-2-yl) acetate C(C)(=O)OC1=NC=2C(=C3C(=NC2)N(C=C3)S(=O)(=O)C3=CC=C(C)C=C3)N1N1CCC(CC1)NS(=O)(=O)CC